CC1=CC(=NC(=N1)N1CCCC1)C=1C=NN(C1)C1=CC=C(C=C1[N+](=O)[O-])C1CC12CCNCC2 2-(4-(4-(6-methyl-2-(pyrrolidin-1-yl)pyrimidin-4-yl)-1H-pyrazol-1-yl)-5-nitrophenyl)-6-azaspiro[2.5]octane